NCCN(CCC(=O)NCCN)CCC(=O)NCCN 3,3'-((2-aminoethyl)azanediyl)bis(N-(2-aminoethyl)propanamide)